F[C@]1(C[C@@H](N(CC1)C(=O)OC(C)(C)C)C)C(N[C@@H](\C=C/S(=O)(=O)C)C)=O tert-butyl (2S,4R)-4-fluoro-2-methyl-4-[[(Z,1R)-1-methyl-3-methylsulfonyl-allyl]carbamoyl]piperidine-1-carboxylate